diphenyl-[9,9'-spirobi[9H-fluorene]-2-yl]phosphine oxide C1(=CC=CC=C1)P(C1=CC=2C3(C4=CC=CC=C4C2C=C1)C1=CC=CC=C1C=1C=CC=CC13)(C1=CC=CC=C1)=O